O=C(/C=C/C(=O)O)OC1(CCC1)C1=C(C=CC=C1)C(F)(F)F (E)-4-oxo-4-(1-(2-(trifluoromethyl)phenyl)cyclobutoxy)but-2-enoic acid